FCCCOC1=CC=C(C=N1)C=1N=C(NC(C1)=O)C=1C=C(CNC(C(C)C)=O)C=CC1C(F)(F)F N-(3-{4-[6-(3-Fluoropropoxy)pyridin-3-yl]-6-oxo-1,6-dihydropyrimidin-2-yl}-4-(trifluoromethyl)benzyl)isobutyramide